tert-butyl 4-(2-(2-(2,6-dioxopiperidin-3-yl)-6-fluoro-1,3-dioxoisoindolin-5-yl)-2,9-diazaspiro[5.5]undecan-9-yl)piperidine-1-carboxylate O=C1NC(CCC1N1C(C2=CC(=C(C=C2C1=O)N1CC2(CCC1)CCN(CC2)C2CCN(CC2)C(=O)OC(C)(C)C)F)=O)=O